FC=1C(=NC=CC1)C1=C(C=C2C=C(NC(C2=C1)=O)[C@@H]1CN(CC1)C(=O)OC(C)(C)C)OC tert-butyl (3S)-3-[7-(3-fluoropyridin-2-yl)-6-methoxy-1-oxo-1,2-dihydroisoquinolin-3-yl]pyrrolidine-1-carboxylate